C(C)(C)(C)OC(=O)N1C(CN(CC1)C1CC1)C=1SC(=C(N1)C1=C(C(=CC=C1)NS(=O)(=O)C1=C(C=CC(=C1)F)F)F)C1=NC(=NC=C1)N 2-{5-(2-aminopyrimidin-4-yl)-4-[3-(2,5-difluorobenzenesulfonylamino)-2-fluorophenyl]-thiazol-2-yl}-4-cyclopropylpiperazine-1-carboxylic acid tert-butyl ester